3-[(2-allyloxyphenyl)methyl]-5-(difluoromethyl)-1,2,4-oxadiazole C(C=C)OC1=C(C=CC=C1)CC1=NOC(=N1)C(F)F